N-(4-cyanobenzyl)-4-(3,4-difluorobenzoyl)-1H-pyrrole-2-carboxamide C(#N)C1=CC=C(CNC(=O)C=2NC=C(C2)C(C2=CC(=C(C=C2)F)F)=O)C=C1